1-methanesulfonylmethylpseudouridine triphosphate P(O)(=O)(OP(=O)(O)OP(=O)(O)O)OC[C@@H]1[C@H]([C@H]([C@@H](O1)C1=CN(C(=O)NC1=O)CS(=O)(=O)C)O)O